FC=1C(=NC(=CC1)F)C(C)=O 1-(3,6-difluoropyridin-2-yl)ethan-1-one